ClC1=CC=C(C(=O)NCCC2=CC=C(OC(C(=O)O)(C)C)C=C2)C=C1 2-(4-(2-(4-chlorobenzoylamino)-ethyl)phenoxy)-2-methyl-propionic acid